COC1=C(C(=CC(=C1)C)C)C1=CC=C2C=CC(=NC2=N1)CC1CC(C1)N 3-[[7-(2-methoxy-4,6-dimethyl-phenyl)-1,8-naphthyridin-2-yl]methyl]cyclobutanamine